3-[3-cyclopropyl-4-[6-(difluoromethyl)-5-fluoro-2-pyridyl]pyrazol-1-yl]cyclobutanecarbaldehyde C1(CC1)C1=NN(C=C1C1=NC(=C(C=C1)F)C(F)F)C1CC(C1)C=O